OC1CC(CO1)(C(=O)OC)C(=O)OC dimethyl 5-hydroxytetrahydrofuran-3,3-dicarboxylate